1,1,3-trimethyl-1H-benz[E]indole perchlorate Cl(=O)(=O)(=O)O.CC1(CN(C=2C=CC3=C(C12)C=CC=C3)C)C